6-(3-NITRO-1H-PYRAZOL-4-YL)-3,4-DIHYDROISOQUINOLIN-1(2H)-ONE [N+](=O)([O-])C1=NNC=C1C=1C=C2CCNC(C2=CC1)=O